magnesium 2,5-dihydroxyterephthalate OC1=C(C(=O)[O-])C=C(C(=C1)C(=O)[O-])O.[Mg+2]